FC(C(=O)OC)(C(C)C)C1=NC(=NC=C1)N(CC1=CC=C(C=C1)OC)S(=O)(=O)C1CC1 methyl 2-fluoro-2-(2-(N-(4-methoxybenzyl) cyclopropane-sulfonylamino) pyrimidin-4-yl)-3-methylbutanoate